4-(5-methyl-[1,3,4]Oxadiazol-2-yl)-phenylboronic acid CC1=NN=C(O1)C1=CC=C(C=C1)B(O)O